FC1=NC(=CC(=C1NC(CC(C)(C)C)=O)C)N1C(CO[C@H](CC1)C1=CC=C(C=C1)OC(F)(F)F)([2H])[2H] (R)-N-(2-fluoro-4-methyl-6-(7-(4-(trifluoromethoxy)phenyl)-1,4-oxazepan-4-yl-3,3-d2)pyridin-3-yl)-3,3-dimethylbutanamide